ClC=1C=C(C=CC1)C=1C=C2C3=C(N4C=5C(=CC=CC5B3OC3=CC=CC=C23)C=2C=CC=CC24)C1 9-(3-chlorophenyl)-15-oxa-7b-aza-15a-borabenzo[gh]indeno[1,2,3-de]tetraphene